4-(4-((3-((5-(4-(aminomethyl)-4-methylpiperidin-1-yl)pyrazin-2-yl)thio)-2-chlorophenyl)amino)-4-oxobutyl)piperidin NCC1(CCN(CC1)C=1N=CC(=NC1)SC=1C(=C(C=CC1)NC(CCCC1CCNCC1)=O)Cl)C